CN1N=C(C(=C1)NC1=NNC2=CC(=CC=C12)[C@@H]1C[C@@]12C(NC1=CC=C(C=C21)OC)=O)C (1r,2s)-2-{3-[(1,3-dimethyl-1H-pyrazol-4-yl)amino]-1H-indazol-6-yl}-5'-methoxyspiro[cyclopropan-1,3'-indol]-2'(1'H)-one